3-(2-(trifluoromethylsulfonamido)ethyl)azetidine-1-carboxylate FC(S(=O)(=O)NCCC1CN(C1)C(=O)[O-])(F)F